(E)-2-(2-aminothiazol-4-yl)-2-(methoxyimino)acetic acid NC=1SC=C(N1)\C(\C(=O)O)=N/OC